O=C1NC(CCC1N1C(C2=CC=C(C=C2C1)NC(=O)C1=NC=C2C(=N1)N(N=C2)C(C)C)=O)=O N-[2-(2,6-dioxopiperidin-3-yl)-1-oxo-3H-isoindol-5-yl]-1-isopropylpyrazolo[3,4-d]pyrimidine-6-carboxamide